α-cyclohexyl-α-hydroxy-benzenacetic acid 4-(diethylamino)-2-butynyl ester C(C)N(CC#CCOC(C(C1=CC=CC=C1)(O)C1CCCCC1)=O)CC